CC(C)(C)P(C1=C(C(=CC=C1OC)OC)C1=C(C=C(C=C1C(C)C)C(C)C)C(C)C)C(C)(C)C bis(2-methyl-2-propyl)(2',4',6'-triisopropyl-3,6-dimethoxy-2-biphenylyl)phosphine